ClC1=C(C(=CC=C1)Cl)COC=1C=NC(=NC1)N1CC(OCC1)CO (4-{5-[(2,6-dichlorophenyl)methoxy]pyrimidin-2-yl}morpholin-2-yl)methanol